C1CCC2CCCCC12 perhydroindane